ClC1=CC=C2C=C(NC2=C1F)C(=O)N[C@H](C(=O)N[C@@H](C[C@H]1C(NC(C1)(C)C)=O)C#N)CC1CC1 6-chloro-N-((S)-1-(((S)-1-cyano-2-((R)-5,5-dimethyl-2-oxopyrrolidin-3-yl)ethyl)amino)-3-cyclopropyl-1-oxopropan-2-yl)-7-fluoro-1H-indole-2-carboxamide